scandium aluminium oxide [O-2].[Al+3].[Sc+3].[O-2].[O-2]